C(C)(C)(C)OC1=CC=C2C=C(C=C(C2=C1)CCCC(=O)N)[2H] (2-(7-(tert-butoxy)naphthalen-1-yl-3-d)ethyl)acetamide